C(C)C1CNCCC1NC(C(COC1=NC=CC=C1C(F)(F)F)(C)C)=O N-(3-ethylpiperidin-4-yl)-2,2-dimethyl-3-((3-(trifluoromethyl)pyridin-2-yl)oxy)propanamide